C(C(C)C)S(=O)(=O)C1=CC=C(COC=2C(C=C(OC2)CN2CC3=CC=CC=C3C2)=O)C=C1 5-((4-(isobutylsulfonyl)benzyl)oxy)-2-(isoindolin-2-ylmethyl)-4H-pyran-4-one